C1CCC2=C(C=3CCCC3C=C12)NC(=O)N=[S@@](=O)(N)C1CCC1 (S)-N'-((1,2,3,5,6,7-hexahydro-s-indacen-4-yl)carbamoyl)cyclobutane-sulfonimidamide